6-(trans-4-{[3-(4-Fluorophenyl)propyl]methylamino}cyclohexyl)-5-methoxy-3H-benzoxazol-2-one FC1=CC=C(C=C1)CCCN([C@@H]1CC[C@H](CC1)C1=CC2=C(NC(O2)=O)C=C1OC)C